CC(C(C)NC)NC(C=C)=O N-[1-methyl-2-(methylamino)propyl]-2-propenamide